1-Sulfamoyl-3-[1-[2-(2,2,2-trifluoroethylamino)acetyl]-4-piperidyl]pyrrole-2-carboxylic acid S(N)(=O)(=O)N1C(=C(C=C1)C1CCN(CC1)C(CNCC(F)(F)F)=O)C(=O)O